(R)-6-Chloro-1-(3,3-difluorocyclopentyl)-3-methyl-1,3-dihydro-2H-imidazo[4,5-c]pyridin-2-one ClC1=CC2=C(C=N1)N(C(N2[C@H]2CC(CC2)(F)F)=O)C